C1=C2C=C3C(=NC2=CC=C1)C1=CC=CC=C1N3 10H-indolo[3,2-b]quinoline